(3aR,7aS)-1-oxooctahydro-5H-pyrrolo[3,4-c]Pyridine-5-carboxylic acid tert-butyl ester C(C)(C)(C)OC(=O)N1C[C@@H]2[C@H](CC1)C(NC2)=O